7-{3-[(ethylamino)oxy]azetidin-1-yl}-5-methyl-4-oxo-1-(1,2,4-thiadiazol-5-yl)-1,4-dihydro-1,8-naphthyridine-3-carboxylic acid C(C)NOC1CN(C1)C1=CC(=C2C(C(=CN(C2=N1)C1=NC=NS1)C(=O)O)=O)C